3-(dimethylcarbamoyl)propanoic acid CN(C(=O)CCC(=O)O)C